ethoxymethylphosphonate C(C)OCP([O-])([O-])=O